C(C)C(CC(=O)NC(C(=O)O)CCN(CCCCC1=NC=2NCCCC2C=C1)CC(COC)(C)F)CC 2-(3-ethylpentanoylamino)-4-[(2-fluoro-3-methoxy-2-methyl-propyl)-[4-(5,6,7,8-tetrahydro-1,8-naphthyridin-2-yl)butyl]amino]butanoic acid